methyl 4-(((tert-butyldiphenylsilyl) oxy) methyl)-2'-fluoro-5'-methoxy-[1,1'-biphenyl]-2-carboxylate [Si](C1=CC=CC=C1)(C1=CC=CC=C1)(C(C)(C)C)OCC=1C=C(C(=CC1)C1=C(C=CC(=C1)OC)F)C(=O)OC